(5aR,6S,6aS)-3-((1-methyl-8-(2-(trifluoromethyl)phenyl)-5,6,7,8-tetrahydro-naphthalen-2-yl)methoxy)-5,5a,6,6a-tetrahydrocyclopropa[4,5]cyclopenta[1,2-c]pyridine-6-carboxylic acid CC1=C(C=CC=2CCCC(C12)C1=C(C=CC=C1)C(F)(F)F)COC1=CC2=C(C=N1)[C@H]1[C@@H](C2)[C@@H]1C(=O)O